9-[4-(3-chloro-5-fluorophenoxy)phenyl]-3,4,6,7,8,9-hexahydropyrido[2,1-c][1,2,4]thiadiazine 2,2-dioxide ClC=1C=C(OC2=CC=C(C=C2)C2CCCN3C2=NS(CC3)(=O)=O)C=C(C1)F